FC1(CC2(C1)C[C@H](N(CC2)CC2=C1C=CNC1=C(C=C2OC)C)C2=C(C=C(C(=O)O)C=C2)C)F (S)-4-(2,2-difluoro-7-((5-methoxy-7-methyl-1H-indol-4-yl)methyl)-7-azaspiro[3.5]nonan-6-yl)-3-methylbenzoic acid